FC1=CC=C(C=C1)C1(CCCC1)NCC1CCC(N1)=O 5-[[[1-(4-fluorophenyl)cyclopentyl]amino]methyl]-2-pyrrolidone